(S)-tert-butyl (1-(4-ethynylphenyl)ethyl)carbamate C(#C)C1=CC=C(C=C1)[C@H](C)NC(OC(C)(C)C)=O